(1-methyl-1H-pyrazol-4-yl)-N-(2-methyl-5-(2-morpholinoacetamido)pyridin-3-yl)pyrazolo[5,1-b]Thiazole-7-carboxamide CN1N=CC(=C1)C1=CN2C(S1)=C(C=N2)C(=O)NC=2C(=NC=C(C2)NC(CN2CCOCC2)=O)C